(E)-6-(4-fluorophenylvinyl)-4-(hex-3-yloxy)-2-hydroxy-3-(3-methylbut-2-en-1-yl)benzoic acid FC1=CC=C(C=C1)/C=C/C1=CC(=C(C(=C1C(=O)O)O)CC=C(C)C)OC(CC)CCC